N1C=C(C2=CC=CC=C12)C1CN(CC1)CCC(=O)O 3-(3-(1H-indol-3-yl)pyrrolidin-1-yl)propionic acid